(4-(3-(1-(3-(methylcarbamoyl)phenyl)ethyl)-4-oxo-3,4-dihydroquinazolin-7-yl)-5-(trifluoromethyl)-1H-pyrazol-1-yl)methyl dihydrogen phosphate P(=O)(OCN1N=CC(=C1C(F)(F)F)C1=CC=C2C(N(C=NC2=C1)C(C)C1=CC(=CC=C1)C(NC)=O)=O)(O)O